N(=[N+]=[N-])CCS(=O)(=O)NCCO 2-azido-N-(2-hydroxyethyl)ethane-1-sulfonamide